C(C1=CC=CC=C1)N1N=CC=2C1=NC(=CC2)N2CCN(CC2)CC2=NC1=C(N2C[C@H]2OCC2)C=CC=C1 (S)-2-((4-(1-benzyl-1H-pyrazolo[3,4-b]pyridin-6-yl)piperazin-1-yl)methyl)-1-(oxetan-2-ylmethyl)-1H-benzo[d]imidazole